C1(CC1)S(=O)(=O)N1C=CC2=C(C=CC=C12)C=1C2=C(C=3NC(C=4N(C3C1C)C(=NN4)C)(C)C)CCO2 6-(1-(cyclopropylsulfonyl)-1H-indol-4-yl)-3,5,11,11-tetramethyl-8,9,10,11-tetrahydrofuro[3,2-f][1,2,4]triazolo[4,3-a]quinoxaline